α-bromoisobutyryl chloride BrC(C(=O)Cl)(C)C